2-[(3R)-pyrrolidin-3-yl]acetamide ethyl-((S)-2-cyclopropyl-2-(3-((4-(5-fluoro-2-methoxypyridin-4-yl)-3-((S)-1-methoxy-2,2-dimethylpropyl)benzyl)oxy)phenyl)ethyl)(methyl)phosphinate C(C)OP(=O)(C)C[C@H](C1=CC(=CC=C1)OCC1=CC(=C(C=C1)C1=CC(=NC=C1F)OC)[C@H](C(C)(C)C)OC)C1CC1.N1C[C@H](CC1)CC(=O)N